FC=1C=C2CCCN(C2=CC1)C(=O)C=1N=C(C=2N(C1)C=CN2)C (6-fluoro-3,4-dihydro-2H-quinolin-1-yl)-(8-methylimidazo[1,2-a]pyrazin-6-yl)methanone